3-(3-fluoroazetidin-1-yl)-7-(2,3,5-trifluorophenyl)thieno[3,2-b]pyridine-2-carboxylic acid FC1CN(C1)C1=C(SC=2C1=NC=CC2C2=C(C(=CC(=C2)F)F)F)C(=O)O